C1CCC2=C(C=3CCCC3C=C12)NC(=O)N=S(NC(OC(C)(C)C)=O)(=O)C1=CN=C(S1)C(C)(C)O tert-butyl N-([[(1,2,3,5,6,7-hexahydro-s-indacen-4-yl) carbamoyl]imino][2-(2-hydroxypropan-2-yl)-1,3-thiazol-5-yl]oxo-λ6-sulfanyl)carbamate